COC(=O)C1N(CC(C1)C1=CC2=C(OC(O2)(F)F)C=C1)C(C)=O 1-acetyl-4-(2,2-difluorobenzo[d][1,3]dioxol-5-yl)pyrrolidine-2-carboxylic acid methyl ester